(R)-benzyl 2-(((benzyloxy)carbonyl)amino)-3-(3-(3,5-dimethylisoxazol-4-yl)-5-fluorobenzamido)propanoate C(C1=CC=CC=C1)OC(=O)N[C@@H](C(=O)OCC1=CC=CC=C1)CNC(C1=CC(=CC(=C1)F)C=1C(=NOC1C)C)=O